C(#N)[C@H]1N(CC(C1)(F)F)C(CNC(=O)C1=CC=NC2=CC=C(C(=C12)C)C1=CC=C(C=C1)S(=O)(=O)C)=O (S)-N-(2-(2-cyano-4,4-difluoropyrrolidin-1-yl)-2-oxoethyl)-5-methyl-6-(4-(methylsulfonyl)phenyl)quinoline-4-carboxamide